FC1=C(CN2C(CN(CC2)C(=O)OC(C)(C)C)=O)C=CC(=C1)C=1C=2N(C=C(N1)C=1C=NN(C1)C)N=CC2 tert-butyl 4-(2-fluoro-4-(6-(1-methyl-1H-pyrazol-4-yl) pyrazolo[1,5-a]pyrazin-4-yl) benzyl)-3-oxopiperazine-1-carboxylate